7-(benzyloxy)-4-chloro-6-methoxyquinazoline C(C1=CC=CC=C1)OC1=C(C=C2C(=NC=NC2=C1)Cl)OC